tri(methoxy)-isopropyl-silicon CO[Si](C(C)C)(OC)OC